[PH4+].CN(C)P(N(C)C)(N(C)C)=NC(N=P(N(C)C)(N(C)C)N(C)C)(N=P(N(C)C)(N(C)C)N(C)C)O tris[tris(dimethylamino)phosphoranylideneamino]methyl alcohol phosphonium